Ammonium 2-({4-[(2R)-2-(4-chloro-2-fluorophenyl)-1,3-benzodioxol-4-yl]piperidin-1-yl}methyl)-1-[(2S)-oxetan-2-ylmethyl]-1H-benzimidazole-6-carboxylate ClC1=CC(=C(C=C1)[C@H]1OC2=C(O1)C=CC=C2C2CCN(CC2)CC2=NC1=C(N2C[C@H]2OCC2)C=C(C=C1)C(=O)[O-])F.[NH4+]